CC1(C(C(CO1)C#N)=O)C 5,5-dimethyl-4-oxooxolane-3-carbonitrile